C(CCCCCCCCCCCCCCCCCCC)(=O)O icosanic acid